N1CC(CCC1)C1(CCNCC1)C(=O)O 4-[3-piperidinyl]piperidine-4-carboxylic acid